C(C)(C)(C)C1[C@](N(CC1)C(=O)O)(C(NC1=CC=C(C=C1)Br)=O)C(C)(C)C.C(C(C)O)O propylene glycol ditert-butyl-(2R)-2-[(4-bromophenyl)carbamoyl]pyrrolidine-1-carboxylate